FC(C1=CC=C(C=C1)C1[C@@H]2CN(C[C@H]12)C(=O)C1CC2(C1)NC(OC2)=O)(F)F 2-((1R,5S,6S)-6-(4-(trifluoromethyl)phenyl)-3-azabicyclo[3.1.0]hexane-3-carbonyl)-7-oxa-5-azaspiro[3.4]octane-6-one